C(C1=CC(O)=C(O)C(O)=C1)(=O)C1=C(C(=O)O)C=C(C(=C1O)O)O galloyl-(gallic acid)